CN1C(=NN=C1)CC1(COC1)C1=CC=C2CN(C(C2=C1)=O)C1=CC(=CC(=C1)CNCCC(F)(F)F)C 6-(3-((4-Methyl-4H-1,2,4-triazol-3-yl)methyl)oxetan-3-yl)-2-(3-methyl-5-(((3,3,3-trifluoropropyl)amino)methyl)phenyl)isoindolin-1-one